COC1=CC2=C(OCO2)C=C1C#CC1=CC2=C(OCO2)C=C1C=C 5-methoxy-6-((6-vinylbenzo[d][1,3]dioxolan-5-yl)ethynyl)benzo[d][1,3]dioxolan